FC1=CC=C(C=C1)NC(=O)C1(CC1)C(=O)NC1=CC=C(OC2=CC=NC3=CC(=CC=C23)C(=O)O)C=C1 4-[4-[[1-[(4-fluorophenyl)carbamoyl]cyclopropanecarbonyl]amino]phenoxy]quinoline-7-carboxylic acid